FC1=CC=C(C=C1)C(CCCCCCCCCCCOB([O-])[O-])(C1=CC=C(C=C1)F)C1=CC=C(C=C1)F.C(CCC)[N+](CCCC)(CCCC)CCCC.C(CCC)[N+](CCCC)(CCCC)CCCC tetrabutylammonium tris(4-fluorophenyl)dodecylborate